P(O)(O)(O)=O.[Zn].NC1=NC(=C(C=C1O)\N=N\C1=CC=C(C=C1)O)N (E)-2,6-diamino-5-((4-hydroxyphenyl)diazenyl)pyridin-3-ol zinc compound with phosphoric acid